2-((2-(1,5-dimethyl-1H-pyrazol-4-yl)-5H-imidazo[4,5-c]pyridin-5-yl)methyl)benzo[d]thiazole CN1N=CC(=C1C)C=1N=C2C(=CN(C=C2)CC=2SC3=C(N2)C=CC=C3)N1